OCC=CO 3-hydroxypropenol